thio-L-leucine N[C@@H](CC(C)C)C(=S)O